(1R,5S)-3,8-diazabicyclo[3.2.1]octan-3-yl-7-(4-chlorobenzo[b]thiophen-3-yl)-8-fluoro-2-((tetrahydro-1H-pyrrolizin-7a(5H)-yl)methoxy)quinazoline [C@H]12CN(C[C@H](CC1)N2)C2=NC(=NC1=C(C(=CC=C21)C=2C1=C(SC2)C=CC=C1Cl)F)OCC12CCCN2CCC1